F[C@H]1[C@H](C1)N1C(C(=CC=C1)C=1N(N=C2C=C(C(=CC12)C(=O)N)OC(C)C)C1CCNCC1)=O (1-((1S,2R)-2-fluorocyclopropyl)-2-oxo-1,2-dihydropyridin-3-yl)-6-isopropoxy-2-(piperidin-4-yl)-2H-indazole-5-carboxamide